ClC1=C(C=CC(=C1)F)C1N=C(NC(=C1C(=O)OC)[C@@H]1CC[C@@H](CC1)N(S(=O)(=O)C)CC(=O)OC)C=1SC=CN1 (cis)-Methyl 4-(2-chloro-4-fluorophenyl)-6-(4-(N-(2-methoxy-2-oxoethyl)methylsulfonamido)cyclohexyl)-2-(thiazol-2-yl)-1,4-dihydropyrimidine-5-carboxylate